ClC1=NC=CC(=C1C)C#CC=1N=C(N(C1C)C1=NC=C(N=C1)C)C(=O)N 4-[2-(2-chloro-3-methyl-4-pyridinyl)ethynyl]-5-methyl-1-(5-methylpyrazin-2-yl)imidazole-2-carboxamide